CC(C)(C)Cl 1,1-dimethylethyl chloride